(2,2,2-trifluoroethyl) (2-fluoroethyl) disulfide FCCSSCC(F)(F)F